3-(4-(2,5-diazabicyclo[2.2.1]heptane-2-yl)-6-fluoro-1-oxoisoindoline-2-yl)piperidine C12N(CC(NC1)C2)C2=C1CN(C(C1=CC(=C2)F)=O)C2CNCCC2